O=CCCN(C(OC(C)(C)C)=O)CC1=CC=C(C=C1)OC1=CC=CC=C1 tert-butyl (3-oxopropyl)(4-phenoxybenzyl)carbamate